methylenebis4-cyclohexyl isocyanate C(C1CCC(CC1)N=C=O)C1CCC(CC1)N=C=O